OC[C@H](C)NS(=O)(=O)C1=CC=C(C=C1)C N-[(2S)-1-hydroxypropan-2-yl]-4-methylbenzenesulfonamide